5-(3-isopropyl-5-(piperidin-4-yl)-1H-indol-2-yl)-[1,2,3]triazolo[1,5-a]pyridine C(C)(C)C1=C(NC2=CC=C(C=C12)C1CCNCC1)C1=CC=2N(C=C1)N=NC2